N(=[N+]=[N-])C1=C(C=CC=C1)[N+]#N azidophenyldiazonium